NC1=NC=NN2C1=CC=C2[C@H]2CC(OC2)C2=CC=CC=C2CO (3aR,4R,6aR)-4-(4-aminopyrrolo[2,1-f][1,2,4]triazin-7-yl)-6-(hydroxymethyl)-2-phenyltetrahydrofuran